ClC=1C=C2C(=CN1)NC(=C2)C(=O)N 5-chloro-1H-pyrrolo[2,3-c]pyridine-2-carboxamide